2-[2-(azepan-1-yl)-2-oxoethyl]-6-{5-chloro-2-[(oxacyclohex-4-yl)amino]pyrimidin-4-yl}-2,3-dihydro-1H-isoindol-1-one N1(CCCCCC1)C(CN1C(C2=CC(=CC=C2C1)C1=NC(=NC=C1Cl)NC1CCOCC1)=O)=O